N[C@H]1CCC=2C=3C1=C1C(=NC3C=C(C2C)F)C2=CC3=C(C(N2C1)=O)COC([C@]3(O)CC)=O (1S,9S)-1-amino-9-ethyl-5-fluoro-2,3-dihydro-9-hydroxy-4-methyl-1H,12H-benzo[de]pyrano[3',4':6,7]indolizino[1,2-b]quinolin-10,13(9H,15H)-dione